(2S)-1,7,10-Tribenzyl-4-(4-methoxybenzyl)-2-(4-{2-[2-(2-methoxyethoxy)ethoxy]ethoxy}benzyl)-1,4,7,10-tetraazacyclododecaneN C(C1=CC=CC=C1)N1C(=CN(CCN(CCN(CC1)CC1=CC=CC=C1)CC1=CC=CC=C1)CC1=CC=C(C=C1)OC)CC1=CC=C(C=C1)OCCOCCOCCOC